butyl N-((S)-1-(4-(dimethylamino)-4-methylpent-2-ynoyl)pyrrolidine-3-carbonyl)-N-methyl-L-valinate CN(C(C#CC(=O)N1C[C@H](CC1)C(=O)N([C@@H](C(C)C)C(=O)OCCCC)C)(C)C)C